N-phenyl-3-(1-(pyridin-2-ylmethyl)-1H-pyrazol-3-yl)aniline C1(=CC=CC=C1)NC1=CC(=CC=C1)C1=NN(C=C1)CC1=NC=CC=C1